(2S)-3-(benzyloxy)-2-(4-(1-(2,6-dioxopiperidin-3-yl)-3-methyl-2-oxo-2,3-dihydro-1H-benzo[d]imidazol-5-yl)piperidin-1-yl)propanoic acid C(C1=CC=CC=C1)OC[C@@H](C(=O)O)N1CCC(CC1)C1=CC2=C(N(C(N2C)=O)C2C(NC(CC2)=O)=O)C=C1